N-(3-trimethylammoniopropyl)methacrylamide C[N+](CCCNC(C(=C)C)=O)(C)C